[N].C(C)OC(C=1C(C(=O)OCC)=CC=CC1)=O.NN1C(C(CC1CC1CC1)O[Si](C)(C)C(C)(C)C)=O 1-amino-3-[tert-butyl-(dimethyl)silyl]oxy-5-(cyclopropylmethyl)pyrrolidin-2-one diethyl-phthalate Nitrogen